C(C)(C)(C)OC(NC1=NC=C(C=C1C(N(C)C)=O)Br)=O (5-bromo-3-(dimethylcarbamoyl)pyridin-2-yl)carbamic acid tert-butyl ester